[Si](C)(C)(C(C)(C)C)OCC=O (Tert-Butyldimethylsilanyloxy)acetaldehyde